6-methoxy-2-(3-pyridyl)-5-(trifluoromethyl)-4(3H)-pyrimidinone COC1=C(C(NC(=N1)C=1C=NC=CC1)=O)C(F)(F)F